3-(nonyl-amino)-3-oxopropanoic acid C(CCCCCCCC)NC(CC(=O)O)=O